3-(2,6-dioxopiperidin-3-yl)isoquinoline-7-sulfonyl fluoride O=C1NC(CCC1C=1N=CC2=CC(=CC=C2C1)S(=O)(=O)F)=O